C1(CC1)C1=NC=NC(=C1C1=NN2C(C(=CC=C2)C(C)C2=CC=C(C=C2)C=2N(C=C(N2)C(F)(F)F)C)=N1)OC 2-(4-cyclopropyl-6-methoxypyrimidin-5-yl)-8-(1-(4-(1-methyl-4-(trifluoromethyl)-1H-imidazol-2-yl)phenyl)ethyl)-[1,2,4]triazolo[1,5-a]pyridine